C(CCC)OC1=CC=C2C=C(C(OC2=C1)=O)C(=O)Cl 7-butoxycoumarincarbonyl chloride